5,7-Difluoro-1-(2',3',4',5'-tetrahydro-[1,1'-biphenyl]-4-yl)-1H-indazol-6-ol FC=1C=C2C=NN(C2=C(C1O)F)C1=CC=C(C=C1)C=1CCCCC1